C(CCCCC)[SiH](NC(C)C)CCCCCC di-n-hexyl-isopropylaminosilane